(1R,3R)-1-methyl-3-((4-methyl-4H-1,2,4-triazol-3-yl)methyl)-3-(3-(6-(((R)-2-methylmorpholino)methyl)-1-oxo-4-(trifluoromethyl)isoindolin-2-yl)phenyl)cyclobutane-1-carbonitrile CC1(CC(C1)(C1=CC(=CC=C1)N1C(C2=CC(=CC(=C2C1)C(F)(F)F)CN1C[C@H](OCC1)C)=O)CC1=NN=CN1C)C#N